(R)-N-(3-((3-(dimethylamino)pyrrolidin-1-yl)methyl)-5-(trifluoromethyl)phenyl)-6-(imidazo[1,2-a]pyrazin-3-ylmethyl)-4,5,6,7-tetrahydrothieno[2,3-c]pyridine-3-carboxamide CN([C@H]1CN(CC1)CC=1C=C(C=C(C1)C(F)(F)F)NC(=O)C1=CSC=2CN(CCC21)CC2=CN=C1N2C=CN=C1)C